2-methyl-4-(2-methyl-3-(3-methylbut-2-enamido)phenyl)-1H-indole-7-carboxamide CC=1NC2=C(C=CC(=C2C1)C1=C(C(=CC=C1)NC(C=C(C)C)=O)C)C(=O)N